C(C)(C)(C)C(C(=O)[O-])(C)C1=CC=CC=C1.[K+] potassium 2-(tert-butyl)-2-phenylpropionate